CC1=CC=C2CCO[C@@H](C2=C1)[C@@H]1NCCC1 (R)-2-((S)-7-methylisochroman-1-yl)pyrrolidine